ClC1=C(C=CC2=C1C(=N[C@H](C=1N2C(=NN1)C)COC)C1=C(C=CC=C1F)F)C(F)(F)F (4R)-7-chloro-6-(2,6-difluorophenyl)-4-(methoxymethyl)-1-methyl-8-(trifluoromethyl)-4H-[1,2,4]triazolo[4,3-a][1,4]benzodiazepine